3-(dimethyl-1,2-oxazol-4-yl)-2-methoxy-9-[2-(trifluoromethoxy)phenyl]-7H,8H,9H-pyrrolo[2,3-c]1,5-naphthyridin-8-one CC1=C(C(=NO1)C)C1=C(N=C2C3=C(C=NC2=C1)NC(C3C3=C(C=CC=C3)OC(F)(F)F)=O)OC